C1(CCCCC1)C(C(=O)O)=C.C(C=C)(=O)OC1CCCCC1 cyclohexyl acrylate (cyclohexyl acrylate)